COC1=C(C(=CC(=C1)C)C)C1=NC2=NC(=CC=C2C(=C1)C)C1CN(CCC1)C 2-(2-methoxy-4,6-dimethyl-phenyl)-4-methyl-7-(1-methyl-3-piperidyl)-1,8-naphthyridine